(E)-(2,6-dimethoxy-4-(2-nitrovinyl)phenyl)(isopentyl)sulfane COC1=C(C(=CC(=C1)\C=C\[N+](=O)[O-])OC)SCCC(C)C